(S)-2-(1-(t-butoxycarbonyl)piperidin-3-yl)acetic acid C(C)(C)(C)OC(=O)N1C[C@@H](CCC1)CC(=O)O